rac-tert-butyl (2-chloro-4-((1S*,2S*)-2-((6-(((6-cyclopropylimidazo[1,2-a]pyridin-2-yl)methyl)amino)pyrimidin-4-yl)carbamoyl)cyclopropyl)phenyl)carbamate ClC1=C(C=CC(=C1)[C@@H]1[C@H](C1)C(NC1=NC=NC(=C1)NCC=1N=C2N(C=C(C=C2)C2CC2)C1)=O)NC(OC(C)(C)C)=O |r|